N1=C(C=CC=C1)C1=NC=CC(=C1)CCO 4'-bipyridine-ethanol